NC1=NC(=C2C(=N1)N(N=C2)CC2=CC=C(C=C2)N)C=2C(=C(C#N)C=CC2)F 3-(6-amino-1-(4-aminobenzyl)-1H-pyrazolo[3,4-d]pyrimidin-4-yl)-2-fluorobenzonitrile